4-(2-(2-(2-(3-(2-(2-(2,6-dioxopiperidin-3-yl)-1-oxoisoindolin-5-yl)phenoxy)propoxy)ethoxy)ethoxy)ethoxy)piperidin O=C1NC(CCC1N1C(C2=CC=C(C=C2C1)C1=C(OCCCOCCOCCOCCOC2CCNCC2)C=CC=C1)=O)=O